BrC1=CC=C2C=C(C(OC2=C1)=O)CCNC(OC(C)(C)C)=O tert-butyl (2-(7-bromo-2-oxo-2H-chromen-3-yl) ethyl)carbamate